methyl 3-(9-((4-(aminomethyl)phenyl)carbamoyl)-4,5-dihydrobenzo[b]thieno[2,3-d]oxepin-8-yl)-6-(cyclobutylcarbamoyl)picolinate NCC1=CC=C(C=C1)NC(=O)C1=CC2=C(OCCC3=C2SC=C3)C=C1C=1C(=NC(=CC1)C(NC1CCC1)=O)C(=O)OC